BrC1=C(C=CC=C1)N1C(C2(CCOC2=O)CC1)=O 7-(2-bromophenyl)-2-oxa-7-azaspiro[4.4]nonane-1,6-dione